5-(1-isoxazol-3-yl-5-methyl-piperidin-3-yl)-8-trifluoromethyl-quinoline O1N=C(C=C1)N1CC(CC(C1)C)C1=C2C=CC=NC2=C(C=C1)C(F)(F)F